OC1=C(C=C(C=C1)N1C(C2=CC=C(C=C2CC1)C1=CC(=CC(=C1)C(F)(F)F)C1=CC=NC=C1)=O)NS(=O)(=O)C N-(2-hydroxy-5-(1-oxo-6-(3-(pyridin-4-yl)-5-(trifluoromethyl)phenyl)-3,4-dihydroisoquinolin-2(1H)-yl)phenyl)methanesulfonamide